C1(=CC=CC=C1)C(=C(C1=CC=C(C=C1)C)C1=CC=CC=C1)C1=CC=C(C=C1)N1C(C=CC1=O)=O 1-{4-[1,2-Diphenyl-2-(p-tolyl)vinyl]phenyl}-1H-pyrrol-2,5-dion